p-tertbutylphenyl glycidyl ether C(C1CO1)OC1=CC=C(C=C1)C(C)(C)C